tert-butoxycarbonyl-DL-lysine C(C)(C)(C)OC(=O)N[C@@H](CCCCN)C(=O)O |r|